5-amino-1-(5-phospho-D-ribosyl)imidazole NC1=CN=CN1C1[C@H](O)[C@H](O)[C@H](O1)COP(=O)(O)O